FC(CN1N=C(C=C1)C=1C(=NC(=NC1)N)[Sn](CCCC)(CCCC)CCCC)F (1-(2,2-difluoroethyl)-1H-pyrazol-3-yl)-4-(tributylstannyl)pyrimidin-2-amine